FC1=C2C(=NC=NC2=C(C=C1)F)NCCC1=C(C=C(C=C1)OC1=NC=CC(=C1)C(F)(F)F)F 5,8-Difluoro-N-[2-(2-fluoro-4-{[4-(trifluoromethyl)pyridin-2-yl]oxy}phenyl)ethyl]quinazolin-4-amine